C12CN(CC2C1)C1=NC2=C(C=C(C=C2C(N1C)=O)C1CC1)C(C)NC1=C(C(=O)O)C=CC=C1 2-((1-(2-(3-azabicyclo[3.1.0]hexan-3-yl)-6-cyclopropyl-3-methyl-4-oxo-3,4-dihydroquinazolin-8-yl)ethyl)amino)benzoic acid